3,3-di(2-bromoethyl)pentane 1-ethylcyclopentyl-2-hydroxy-3,5-diiodobenzoate C(C)C1(CCCC1)OC(C1=C(C(=CC(=C1)I)I)O)=O.BrCCC(CC)(CC)CCBr